6-bromo-1-((5-chloropyridin-3-yl)methyl)-1H-pyrazolo[4,3-b]pyridine BrC=1C=C2C(=NC1)C=NN2CC=2C=NC=C(C2)Cl